O=C1N(C(CC1)=O)OC(CCCCCCCCCCCCCCCCCC#C)=O icos-19-ynoic acid 2,5-dioxo-pyrrolidin-1-yl ester